DL-(+-)-aspartic acid N[C@H](CC(=O)O)C(=O)O |r|